(1-(4-(1,1-difluoroethyl)pyrimidin-2-yl)-3-morpholino-1H-pyrazolo[4,3-c]pyridin-6-yl)-2-fluorocyclopropane-1-carboxamide FC(C)(F)C1=NC(=NC=C1)N1N=C(C=2C=NC(=CC21)C2(C(C2)F)C(=O)N)N2CCOCC2